C(C)OC(=O)C1=NN(C2=CC=CC=C12)C1=NC(=C2N=C(N(C2=N1)CC)C1=CC=NC=C1)N1CCOCC1 1-(9-ethyl-6-morpholino-8-(pyridin-4-yl)-9H-purin-2-yl)-1H-indazole-3-carboxylic acid ethyl ester